quinolin-8(2H)-one N=1CC=CC2=CC=CC(C12)=O